FC=1N=C(C2=C(N1)N(C(=C2C2=NC=CC=N2)C2=CCC1(CCNCC1)CC2)C)N 2-fluoro-7-methyl-5-(pyrimidin-2-yl)-6-(3-azaspiro[5.5]-undec-8-en-9-yl)-7H-pyrrolo[2,3-d]pyrimidin-4-amine